din-propyl-diethoxysilane C(CC)[Si](OCC)(OCC)CCC